8-((2S,SR)-4-(1-(3-fluoro-4-(trifluoromethoxy)phenyl)ethyl)-2,5-dimethylpiperazin-1-yl)-5-methyl-6-oxo-5,6-dihydro-1,5-naphthyridine-2-carbonitrile FC=1C=C(C=CC1OC(F)(F)F)C(C)N1C[C@@H](N(C[C@@H]1C)C1=CC(N(C=2C=CC(=NC12)C#N)C)=O)C |&1:19|